6-(hydroxymethyl)-1H-indole-4-ol OCC=1C=C(C=2C=CNC2C1)O